C(CC)(=O)OC1=C(C(=C(C(=C1)C(C)(C)C)O)C(C)(C)C)CCCCCCCCCCCCCCCCCC n-octadecyl-(3,5-di-t-butyl-4-hydroxyphenol) propionate